C(C)(=O)OC\C=C(\CC\C=C(\CCC=C(C)C)/C)/CI (2Z,6E)-3-(iodomethyl)-7,11-dimethyldodeca-2,6,10-trien-1-yl acetate